N-(5-bromopyridin-2-yl)-2-cyanoacetamide BrC=1C=CC(=NC1)NC(CC#N)=O